C(C)[C@H]1[C@H](NC(C1)=O)COC=1C=CC=C2C=C(C=3N(C12)C=C(N3)C)C(=O)N 9-(((2S,3R)-3-Ethyl-5-oxopyrrolidin-2-yl)methoxy)-2-methylimidazo[1,2-a]quinoline-4-carboxamide